C1(CC1)N1N=CC(=C1)N1S(CCC(C1)=O)(=O)=O 2-(1-cyclopropylpyrazol-4-yl)-1,1-dioxo-thiazinan-4-one